tert-butyl (3R)-1-(4-(3-fluorophenyl)-2-hydroxycyclopentyl)piperidin-3-ylcarbamate FC=1C=C(C=CC1)C1CC(C(C1)N1C[C@@H](CCC1)NC(OC(C)(C)C)=O)O